2-(2,6-dioxo-3-piperidinyl)-5-[4-[3-(4-piperidinyl)propyl]piperazin-1-yl]isoindol-1,3-dione hydrochloride Cl.O=C1NC(CCC1N1C(C2=CC=C(C=C2C1=O)N1CCN(CC1)CCCC1CCNCC1)=O)=O